4-(chloromethyl)-1-(2,6-dichloro-4-(trifluoromethyl)phenyl)-6-hydroxy-1H-pyrazolo[3,4-b]pyridine-3-carbonitrile ClCC1=C2C(=NC(=C1)O)N(N=C2C#N)C2=C(C=C(C=C2Cl)C(F)(F)F)Cl